Cl.F[C@H]1[C@H](C1)N (1S,2R)-2-fluorocyclopropan-1-amine hydrochloride